CC(C=O)CC1=CC=C(C=C1)OC 2-methyl-3-(p-methoxyphenyl)-propanal